ClC=1N=C(C=2N(C=3C=CC(=CC3C2N1)C1=CC=C(C=C1)F)CC1=CC=C(C=C1)OC)NCCCP(OCC)(OCC)=O Diethyl (3-((2-chloro-8-(4-fluorophenyl)-5-(4-methoxybenzyl)-5H-pyrimido[5,4-b]indol-4-yl)amino)propyl)phosphonate